C(C1=CC=CC=C1)N1CC(N2C1=C(C(=C(C2=O)Cl)CN2CCCCC2)C2=CC(=CC=C2)C(F)(F)F)C(=O)O 1-benzyl-6-chloro-5-oxo-7-(piperidin-1-ylmethyl)-8-(3-(trifluoromethyl)phenyl)-1,2,3,5-tetrahydroimidazo[1,2-a]pyridine-3-carboxylic acid